2-(2,6-dioxopiperidin-3-yl)-7-methyl-1-oxoisoindoline-4-carboxamide O=C1NC(CCC1N1C(C=2C(=CC=C(C2C1)C(=O)N)C)=O)=O